C(C1=CC=CC=C1)OC1=C(C=CC(=C1)C)C1=NN=C(C=2N1C=CN2)N[C@H]2CN(CCC2)C (R)-5-(2-(benzyloxy)-4-methylphenyl)-N-(1-methylpiperidin-3-yl)imidazo[1,2-d][1,2,4]triazin-8-amine